(E)-1-(4-(dimethylamino)but-2-enoyl)-3-hydroxy-N-(5-methylthiazol-2-yl)azetidine-3-carboxamide CN(C/C=C/C(=O)N1CC(C1)(C(=O)NC=1SC(=CN1)C)O)C